2,2'-dihydroxydiethylamine C(CO)NCCO